FC=1C=CC2=C(CCO2)C1CNC1=NC=C(C=2N1C=NC2C(F)(F)F)C2=CC=C(C=C2)C(F)(F)F N-((5-fluoro-2,3-dihydrobenzofuran-4-yl)methyl)-1-(trifluoromethyl)-8-(4-(trifluoromethyl)phenyl)imidazo[1,5-c]pyrimidin-5-amine